C(C)N(CC)CC.N[C@@H](CCCCN)C(=O)O lysine triethylamine salt